nitrosodi-1-butylamine N(=O)N(CCCC)CCCC